FC1(CC(C1)C1=NN(C(=C1C)NC(OC1CC(C1)F)=O)C1=CC=CC=C1)F (1s,3s)-3-fluorocyclobutyl (3-(3,3-difluorocyclobutyl)-4-methyl-1-phenyl-1H-pyrazol-5-yl)carbamate